4,4,5,5-tetramethyl-2-(2H-spiro[1-benzofuran-3,1'-cyclopropane]-5-yl)-1,3,2-dioxaborolane CC1(OB(OC1(C)C)C=1C=CC2=C(C1)C1(CC1)CO2)C